FC1=C2C(=NN(C2=CC=C1F)C1OCCCC1)CCN1CCCC1 4,5-difluoro-3-(2-(pyrrolidin-1-yl)ethyl)-1-(tetrahydro-2H-pyran-2-yl)-1H-indazole